tert-butyl 7-(6-(8-chloro-7-fluoronaphthalen-1-yl)-7-fluoroisothiazolo[4,3-c]pyridin-3-yl)-2,7-diazaspiro[3.5]nonane-2-carboxylate ClC=1C(=CC=C2C=CC=C(C12)C1=C(C=2C(C=N1)=C(SN2)N2CCC1(CN(C1)C(=O)OC(C)(C)C)CC2)F)F